C(CCCCC)C1(C2=CC3=C(C(C4=C3SC(=C4)\C=C/4\C(C3=CC=CC=C3C4=O)=C(C#N)C#N)(CCCCCC)CCCCCC)C=C2C=2SC(=CC21)\C=C/2\C(C1=CC=CC=C1C2=O)=C(C#N)C#N)CCCCCC 2,2'-((2Z,2'Z)-((4,4,9,9-tetrahexyl-4,9-dihydro-s-indaceno[1,2-b:5,6-b']dithiophene-2,7-diyl)bis(methanylylidene))bis(3-oxo-2,3-dihydro-1H-indene-2,1-diylidene))dimalononitrile